C(CCCCC\C=C/CCCC)CC(=O)O.C(C)(=O)OCCCCCC\C=C/CCCC (Z)-7-dodecen-1-yl acetate ((Z)-7-dodecen-1-yl acetate)